decafluorobiphenyl FC1=C(C(=C(C(=C1C1=C(C(=C(C(=C1F)F)F)F)F)F)F)F)F